C(C)OC1N(C2=CC=CC=C2C=C1)C(=O)OCC ethyl 2-ethoxyquinoline-1(2H)-carboxylate